7-(4-CHLORO-3-CYCLOPROPYL-1-METHYLINDAZOL-6-YL)-N-[(2,4-DIMETHOXYPHENYL)METHYL]CINNOLIN-4-AMINE ClC1=C2C(=NN(C2=CC(=C1)C1=CC=C2C(=CN=NC2=C1)NCC1=C(C=C(C=C1)OC)OC)C)C1CC1